9-(5-chloro-6-((3,3-dimethyl-2,3-dihydrobenzofuran-4-yl)oxy)pyridin-3-yl)-2-methyl-7,9-dihydro-8H-purin-8-one ClC=1C=C(C=NC1OC1=CC=CC2=C1C(CO2)(C)C)N2C1=NC(=NC=C1NC2=O)C